octadecanoic acid [(2R,3S,4R)-2-[1,2-bis(1-oxooctadecoxy)ethyl]-4-hydroxy-3-tetrahydrofuranyl] ester O=C(CCCCCCCCCCCCCCCCC)OC(COC(CCCCCCCCCCCCCCCCC)=O)[C@H]1OC[C@H]([C@@H]1OC(CCCCCCCCCCCCCCCCC)=O)O